octahydro-tetraazabenzoazulene N1NNN2CCCC3C(=C12)C=CC=C3